2-nitro-5-(2-pyrrolidin-1-ylethoxy)pyridine [N+](=O)([O-])C1=NC=C(C=C1)OCCN1CCCC1